FC(C1=CC=C(C=N1)CNC(=O)C=1C=2C[C@@H]3[C@H](C2N(N1)C1=C(C=C(C=C1)F)F)C3)(F)F (1aR,5aR)-2-(2,4-Difluoro-phenyl)-1a,2,5,5a-tetrahydro-1H-2,3-diaza-cyclopropa[a]pentalene-4-carboxylic acid (6-trifluoromethyl-pyridin-3-ylmethyl)-amide